1-Butyl-1-methylpyrrolidinium formate C(=O)[O-].C(CCC)[N+]1(CCCC1)C